tert-butyl (5S,8R)-8-methyl-9-oxa-2,6-diazaspiro[4.5]decane-2-carboxylate C[C@@H]1CN[C@]2(CCN(C2)C(=O)OC(C)(C)C)CO1